1,5-anhydro-2-(6-(4-chlorobenzyl)-4,5-dimethyl-1-oxo-1,3-dihydro-2H-isoindol-2-yl)-2,4-dideoxy-L-threo-pentitol ClC1=CC=C(CC2=C(C(=C3CN(C(C3=C2)=O)[C@H]2COCC[C@@H]2O)C)C)C=C1